C(C1=CC=CC=C1)OCC1=NN(C(N1CC)=O)C=1C=C2C(=CC(=NC2=CC1F)Cl)Cl 3-((Benzyloxy)methyl)-1-(2,4-dichloro-7-fluoroquinolin-6-yl)-4-ethyl-1H-1,2,4-triazol-5(4H)-one